COC(C(C)(C)C1=NC=C(C(=N1)OC)F)=O 2-(5-fluoro-4-methoxypyrimidin-2-yl)-2-methylpropanoic acid methyl ester